C(C)CC(CC(=O)[O-])=O.C(C)CC(CC(=O)[O-])=O.[Al+2] aluminum bis(ethyl acetoacetate)